CC(CCCC(=O)Cl)C 5-methylhexanoyl chloride